NC1CN(CC1)C1=NC(=C2C(=N1)NN=C2C2=C(C(=CC=C2)Cl)Cl)C(=O)N 6-(3-Aminopyrrolidin-1-yl)-3-(2,3-dichlorophenyl)-1H-pyrazolo[3,4-d]pyrimidine-4-carboxamide